5-bromo-3-(1H-1,2,4-triazol-1-yl)-1H-indazole BrC=1C=C2C(=NNC2=CC1)N1N=CN=C1